chloroacetaldehyde isopropyl 2,3,4-trimethyl-2-cyclopentenyl acetal CC=1C(CC(C1C)C)OC(CCl)OC(C)C